(S)-N-(2-Amino-1-(3-chlorophenyl)ethyl)-1-(2-((3,3-difluorocyclobutyl)amino)-5-methylpyrimidin-4-yl)-1H-imidazole-4-carboxamide p-toluenesulfonic acid salt CC1=CC=C(C=C1)S(=O)(=O)O.NC[C@H](C1=CC(=CC=C1)Cl)NC(=O)C=1N=CN(C1)C1=NC(=NC=C1C)NC1CC(C1)(F)F